ClC=1C(=NC(=C(C1N)Cl)C)F 3,5-dichloro-2-fluoro-6-methyl-pyridin-4-amine